Cl.NC1CCN(CC1)C1=C(C(=C(C=N1)C1=CC(=C(C=C1)NC(CCCCCCC(=O)NO)=O)O)C1=CC(=C(C=C1)C#N)F)C#N N1-(4-(6-(4-aminopiperidin-1-yl)-5-cyano-4-(4-cyano-3-fluorophenyl)pyridin-3-yl)-2-hydroxyphenyl)-N8-hydroxyoctanediamide hydrochloride